3-(tetrahydrofuran-2-ylmethylamino)-7,8-dihydro-5H-1,6-naphthyridin O1C(CCC1)CNC=1C=NC=2CCNCC2C1